3-cyanoadamantan-1-yl-2-((4-iodophenyl)sulphonamido)-4-(trifluoromethyl)benzamide ethyl-(4aS,7aR)-1-methyl-3-(methylsulfanyl)-2-oxo-octahydro-1H-cyclopenta[b]pyridine-4a-carboxylate C(C)OC(=O)[C@]12[C@H](N(C(C(C1)SC)=O)C)CCC2.C(#N)C21CC3(CC(CC(C2)C3)C1)C=1C(=C(C(=O)N)C=CC1C(F)(F)F)NS(=O)(=O)C1=CC=C(C=C1)I